11-chloro-3-cyclopropyl-7-(1,1,1-trifluoropropan-2-yl)-6,7-dihydroisoxazolo[4'',3'':6',7']cyclohepta[1',2':4,5]pyrrolo[2,3-d]pyrimidin-4(5H)-one ClC=1C2=C(N=CN1)N(C1=C2C=2C(C(CC1)=O)=C(ON2)C2CC2)C(C(F)(F)F)C